C1C=C[C@H]2C3C[C@@H](C([C@@H]12)C3)OC(CC)=O (3aR,6S,7aS)-propionic acid 3a,4,5,6,7,7a-hexahydro-1H-4,7-methanoinden-6-yl ester